tert-butyl 2-(3-bromo-4-fluorobenzyl)-3-oxopiperidine-1-carboxylate BrC=1C=C(CC2N(CCCC2=O)C(=O)OC(C)(C)C)C=CC1F